ClC=1C=C(C=CC1)N1C(NCC1)=O N-(3-chlorophenyl)-2-imidazolidone